para-trifluoromethyl-benzylamine FC(C1=CC=C(CN)C=C1)(F)F